NC1=NC=CC2=C1C(=C(N2C)C#CC2CN(C2)[C@@H]2[C@@H](CN(CC2)C(C=C)=O)O)C2=CC(=C(C=C2)OC2=CC=CC=C2)OC 1-((3R,4S)-4-(3-((4-amino-3-(3-methoxy-4-phenoxyphenyl)-1-methyl-1H-pyrrolo[3,2-c]pyridin-2-yl)ethynyl)azetidin-1-yl)-3-hydroxypiperidin-1-yl)prop-2-en-1-one